BrC1=CC=C(C(=C1NCC1=C(C=C(C=C1)OC)OC)[N+](=O)[O-])F 6-bromo-N-(2,4-dimethoxybenzyl)-3-fluoro-2-nitroaniline